ClC=1C(=NC(=NC1)NC=1C=NN(C1)C)NC=1C=C(C=CC1F)NC(C(=C)F)=O N-(3-((5-chloro-2-((1-methyl-1H-pyrazol-4-yl)amino)pyrimidin-4-yl)amino)-4-fluorophenyl)-2-fluoroacrylamide